tert-butyl N-[2-(2-methoxyethoxy)-3-[7-(4,4,5,5-tetramethyl-1,3,2-dioxaborolan-2-yl)benzimidazol-1-yl]propyl]-N-methyl-carbamate COCCOC(CN(C(OC(C)(C)C)=O)C)CN1C=NC2=C1C(=CC=C2)B2OC(C(O2)(C)C)(C)C